N-hydroxypropionimidoyl chloride ON=C(CC)Cl